C(C)(C)(C)OC(=O)N1CCC2(CC1)CCC(CC2)NS(=O)(=O)CC 9-(ethanesulfonamido)-3-azaspiro[5.5]undecane-3-carboxylic acid tert-butyl ester